2-methyl-6-(tributylstannyl)pyridine CC1=NC(=CC=C1)[Sn](CCCC)(CCCC)CCCC